CC1(OC2=C(NC1)C=CC=C2N2CCC(CC2)N(C(OC(C)(C)C)=O)C)C tert-butyl N-[1-(2,2-dimethyl-3,4-dihydro-1,4-benzoxazin-8-yl)-4-piperidyl]-N-methyl-carbamate